CCCCCCCCCCCCCCCCCCCCCCCCC(C(=O)N[C@@H](COP(=O)(O)O[C@@H]1[C@@H]([C@@H]([C@H]([C@@H]([C@H]1OC2[C@H]([C@H]([C@@H]([C@H](O2)CO)O)O)O)O)O)O)O)[C@@H](C(CCCCCCCCCCCCCC)O)O)O The molecule is a mannosylinositol phosphorylceramide compound having a hexacosanoyl group amide-linked to a C18 phytosphingosine base, with hydroxylation at C-2 of the C26 very-long-chain fatty acid. It has a role as a Saccharomyces cerevisiae metabolite. It derives from an Ins-1-P-Cer(t18:0/2-OH-26:0). It is a conjugate acid of a Man-1-2-Ins-1-P-Cer(t18:0/2-OH-26:0)(1-).